3-(chloromethyl)-7-fluoropyrido[4,3-e]pyrrolo[1,2-a]pyrazin-6(5H)-one ClCC1=CC=2NC(C=3N(C2C=N1)C=CC3F)=O